1,3-bis(4-isobutoxybenzyl)urea C(C(C)C)OC1=CC=C(CNC(=O)NCC2=CC=C(C=C2)OCC(C)C)C=C1